COC=1C=C(C=2N(C1)N=CC2C(C#N)C)C=2C=NC(=CC2)N2CC1N(C(C2)C1)CC=1C=NC(=CC1)OC 2-(6-Methoxy-4-(6-(6-((6-methoxypyridin-3-yl)methyl)-3,6-diazabicyclo[3.1.1]hept-3-yl)pyridin-3-yl)pyrazolo[1,5-a]pyridin-3-yl)propionitrile